C1OCC2C(C(CCC12)C(=O)[O-])C(=O)[O-] octahydroisobenzofuran-4,5-dicarboxylate